Carboxy-7-(2-(naphthalen-2-yl)phenoxy)-1,2,3,4-tetrahydronaphthalene-2-aminium chloride [Cl-].C(=O)(O)C1C(CCC2=CC=C(C=C12)OC1=C(C=CC=C1)C1=CC2=CC=CC=C2C=C1)[NH3+]